allylether C(C=C)OCC=C